NCCCC(CN1C(C2=CC=CC=C2C1=O)=O)=O 2-(5-amino-2-oxoamyl)isoindole-1,3-dione